CN(C1=C(C(=O)NCC2=CC(=CC=C2)C=2SC=CN2)C=C(C=C1)[N+](=O)[O-])C 2-(dimethylamino)-5-nitro-N-(3-(thiazol-2-yl)benzyl)benzamide